CC=1C=2N(C=C(N1)C)N=C(C2)C=2N=C1N(C(C2)=O)C=C(C=C1C)C1CCN(CC1)CCO 2-(4,6-dimethylpyrazolo[1,5-a]pyrazin-2-yl)-7-[1-(2-hydroxyethyl)piperidin-4-yl]-9-methyl-4H-pyrido[1,2-a]pyrimidin-4-one